(R)-1-(4-((4-([1,2,4]triazolo[1,5-a]pyridin-7-yloxy)-3-methylphenyl)amino)-6a,7,9,10-tetrahydropyrazino[1',2':4,5][1,4]oxazino[2,3-f]quinazolin-8(6H)-yl)ethan-1-one N=1C=NN2C1C=C(C=C2)OC2=C(C=C(C=C2)NC2=NC=NC1=CC=C3C(=C21)OC[C@@H]2N3CCN(C2)C(C)=O)C